(1R,5S,6S)-6-(3-Chloro-4-methylphenyl)-3-azabicyclo[3.1.0]hexane-3-carbonyl-7-oxa-5-azaspiro[3.4]octan-6-one ClC=1C=C(C=CC1C)C1[C@@H]2CN(CC12)C(=O)[C@@H]1CCC12NC(OC2)=O